perfluoro-3,6-dioxa-4-methyl-7-octene FC(C(OC(C(OC(=C(F)F)F)(F)F)(C(F)(F)F)F)(F)F)(F)F